tert-butyl 4-(6-(3,4-dimethoxyphenyl)-5-ethyl-7-((2-(trimethylsilyl) ethoxy)methyl)-7H-pyrrolo[2,3-c]pyridazin-3-yl)piperidine-1-carboxylate COC=1C=C(C=CC1OC)C1=C(C2=C(N=NC(=C2)C2CCN(CC2)C(=O)OC(C)(C)C)N1COCC[Si](C)(C)C)CC